C(C)(C)(C)OC(N(CCN(C)C)[C@@H]1C[C@H](C1)OC1=C2C=NN(C2=CC(=C1)Br)C1OCCCC1)=O trans-tert-butyl(3-((6-bromo-1-(tetrahydro-2H-pyran-2-yl)-1H-indazol-4-yl)oxy)cyclobutyl)(2-(dimethylamino)ethyl)carbamate